C=C(C)C.[Cl] Chlorine Isobutene